ClC1=CC(=CC(=N1)N1[C@@H](COCC1)C)CS(=O)(=O)C (R)-4-(6-chloro-4-((methylsulfonyl)methyl)pyridin-2-yl)-3-methylmorpholine